ClSC=1OC(=NN1)C (5-methyl-1,3,4-oxadiazol-2-yl) thiohypochlorite